N-((1-(1-(4-(propan-2-ylidene)cyclohexyl)piperidin-4-yl)-3-(pyrrolidin-1-ylmethyl)-1H-indol-2-yl)methyl)methane-sulfonamide CC(C)=C1CCC(CC1)N1CCC(CC1)N1C(=C(C2=CC=CC=C12)CN1CCCC1)CNS(=O)(=O)C